4-bromo-2,5-difluoropyridine BrC1=CC(=NC=C1F)F